C12(CC(C1)C2)C[C@@H](C(=O)O)NC(=O)OC(C)(C)C (S)-3-(bicyclo[1.1.1]pentan-1-yl)-2-((tert-butoxycarbonyl)amino)propanoic acid